CC1=C(C=2N(C=C1C1=C(C3=NC(=CC=C3N1)N1CC(CC1)=O)C(C)C)N=CN2)C 1-(2-(7,8-dimethyl-[1,2,4]triazolo[1,5-a]pyridin-6-yl)-3-isopropyl-1H-pyrrolo[3,2-b]pyridin-5-yl)pyrrolidin-3-one